FC(S(=O)(=O)N1CCCCC1)(F)F 1-((trifluoromethyl)sulfonyl)piperidin